(2-((2-((1H-indazol-6-yl)amino)-5-bromopyrimidin-4-yl)amino)phenyl)dimethylphosphine N1N=CC2=CC=C(C=C12)NC1=NC=C(C(=N1)NC1=C(C=CC=C1)P(C)C)Br